CN1[C@@H](CCC1=O)C2=C[N+](=CC=C2)[O-] The molecule is an N-alkylpyrrolidine that is nicotine in which the methylene hydrogens at position 2 on the pyrrolidine ring have been replaced by an oxo group and the pyridine nitrogen converted into the corresponding N-oxide. A minor metabolite of nicotine. It has a role as a drug metabolite, a human urinary metabolite, a rat metabolite and a mouse metabolite. It is a N-alkylpyrrolidine, a member of pyrrolidin-2-ones and a member of pyridine N-oxides. It derives from a nicotine.